(3S)-3-[9H-fluoren-9-ylmethoxycarbonyl(methyl)amino]-4-oxo-4-pyrrolidin-1-ylbutanoic acid C1=CC=CC=2C3=CC=CC=C3C(C12)COC(=O)N([C@@H](CC(=O)O)C(N1CCCC1)=O)C